Nonane-2,7-dicarboxylic acid 2-(tert-butyl) ester 7-(5-(trifluoromethyl) pyridin-3-yl) ester FC(C=1C=C(C=NC1)OC(=O)C(CCCCC(C)C(=O)OC(C)(C)C)CC)(F)F